CS(=O)(=O)C=1C=C(C=C(C(=O)OC)C1)C(=O)OC Dimethyl 5-(methylsulfonyl)isophthalate